FC1(C(C1)C1=C(C(=NC=C1)OC)C(=O)NC1=NC=NS1)F 4-(2,2-difluorocyclopropyl)-2-methoxy-N-(1,2,4-thiadiazol-5-yl)pyridine-3-carboxamide